N[C@H](CC(=O)[O-])C(C)(C)C |r| (+/-)-3-amino-4,4-dimethylpentanoate